5-{3-[4-(aminomethyl)-2-fluorophenoxy]propyl}-2-{3-[(1,3-benzothiazol-2-yl)amino]-4-methyl-5H,6H,7H,8H-pyrido[2,3-c]pyridazin-8-yl}-1,3-thiazole-4-carboxylic acid NCC1=CC(=C(OCCCC2=C(N=C(S2)N2CCCC3=C2N=NC(=C3C)NC=3SC2=C(N3)C=CC=C2)C(=O)O)C=C1)F